7-bromo-6-fluoro-2,10,10-trimethyl-9,10-dihydro-8-oxa-2,4,10a-triazanaphtho[2,1,8-cde]azulen-1(2H)-one BrC1=C(C=C2N=CC=3N(C(N4C(COC1=C2C34)(C)C)=O)C)F